C#CC(CCCCC)O/C=C/C(=O)OC methyl (E)-3-(oct-1-yn-3-yloxy)acrylate